C1=C(C=CC2=CC=CC=C12)C=CC=C 1-β-naphthyl-1,3-butadiene